ClC=1C2=C(SC1C(=O)C1=C(C=CC=C1)C)C=C(C=C2)O (3-chloro-6-hydroxybenzo[b]thiophen-2-yl)(o-tolyl)methanone